FC1=C(OC2CCN(CC2)C=2C(=NC=C(C2)NC(C2=C(N=CC=C2)OC)=O)C(=O)O)C=CC(=C1)F 4-(2,4-difluorophenoxy)piperidin-1-yl-5-(2-methoxynicotinamido)picolinic acid